2-[4-(Difluoromethyl)-2-oxo-1H-1,6-naphthyridin-3-yl]-N-[(1S)-1-(2,4-difluorophenyl)ethyl]acetamide FC(C1=C(C(NC2=CC=NC=C12)=O)CC(=O)N[C@@H](C)C1=C(C=C(C=C1)F)F)F